8-(3-methoxy-1-(oxetan-3-yl)-1H-pyrazolo[3,4-b]pyrazin-6-yl)-2-(6-(trifluoromethyl)pyridin-3-yl)-2,8-diazaspiro[4.5]decan-3-one COC1=NN(C2=NC(=CN=C21)N2CCC1(CC(N(C1)C=1C=NC(=CC1)C(F)(F)F)=O)CC2)C2COC2